COC(=O)[C@@H]1CN(CC1)C1=CC=C(C=C1)O (3S)-1-(4-hydroxyphenyl)pyrrolidine-3-carboxylic acid methyl ester